6-bromo-N-[(1R)-1-phenylethyl]quinazolin-4-amine BrC=1C=C2C(=NC=NC2=CC1)N[C@H](C)C1=CC=CC=C1